C(C)(C)(C)OC(=O)N1C(CC(=CC1)OS(=O)(=O)C(F)(F)F)C(F)(F)F.C(C)(=O)N1CCC(CC1)OC=1C=CC(=NC1)C(=O)NC=1SC=C(N1)C1=C(C=CC=C1)Cl 5-((1-acetylpiperidin-4-yl)oxy)-N-(4-(2-chlorophenyl)thiazol-2-yl)picolinamide tert-butyl-2-(trifluoromethyl)-4-(trifluoromethylsulfonyloxy)-3,6-dihydro-2H-pyridine-1-carboxylate